CC(C(=O)OCCCCCCCN(CCO)CCCCCCCOC(=O)C(CCCCCCCCF)CCCCCCCC)CCCCCCCC(C)C 7-{[7-(9-fluoro-1-octylnonylcarbonyloxy) heptyl](2-hydroxyethyl)amino}heptyl 2,10-dimethylundecanoate